The molecule is an organonitrogen heterocyclic compound that is a 21-membered macrocyclic lactam, substituted by a ({1-[(cyclohex-1-en-1-ylcarbonyl)amino]cyclopropyl}carbonyl)oxy group at position 17, which is obtained from Streptomyces sp. TC-1190. It exhibits growth inhibitory effects on a series of human tumour cell lines. It has a role as a metabolite, an antimicrobial agent and an antineoplastic agent. It is a member of phenols, a secondary alcohol, an ether, a lactam, a macrocycle, an organonitrogen heterocyclic compound, an organosulfur heterocyclic compound and a cyclopropanecarboxylate ester. CC1C(C/C=C/C=C/C=C/C(CC(=O)NC2=C(C(=CC3=C2SCC(=O)N3)CC/C=C(\\C1O)/C)O)OC)OC(=O)C4(CC4)NC(=O)C5=CCCCC5